diallylamine hydrochloride salt Cl.C(C=C)NCC=C